ClC1=NC2=NC=CN=C2C(=N1)N[C@H](C)C1=C(C=C(C=C1)Cl)Cl 2-chloro-N-[(1R)-1-(2,4-dichlorophenyl)ethyl]pteridin-4-amine